C(CCCS)CCOP(=O)(O)O[C@@H]1[C@@H]([C@@H]([C@H]([C@@H]([C@H]1O[C@@H]2[C@@H]([C@H]([C@@H]([C@H](O2)CO)O[C@@H]3[C@H]([C@H]([C@@H]([C@H](O3)CO[C@@H]4[C@H]([C@H]([C@@H]([C@H](O4)COP(=O)(O)OCCN)O)O)O[C@@H]5[C@H]([C@H]([C@@H]([C@H](O5)CO)O)O)O)O)O)O)O)N)O)O)O)O The molecule is a myo-inositol monophosphate derivative consisting of 1-O-(6-thiohexylphosphono)-D-myo-inositol having an alpha-D-mannosyl-(1->2)-6-O-(2-aminoethylphosphono)-alpha-D-mannosyl-(1->6)-alpha-D-mannosyl-(1->4)-alpha-D-glucosaminyl residue at the 6-position. It is a myo-inositol monophosphate derivative, a glycoside and a tetrasaccharide derivative. It derives from a myo-inositol.